C(=C)(Cl)Cl Vinylidene dichloride